7-[4-[4-(4-Aminophenyl)sulfonyl-6-bromo-2-pyridyl]piperazin-1-yl]sulfonyl-2,3,3a,4-tetrahydropyrrolo[2,1-c][1,4]benzoxazin-1-one NC1=CC=C(C=C1)S(=O)(=O)C1=CC(=NC(=C1)Br)N1CCN(CC1)S(=O)(=O)C1=CC2=C(N3C(CO2)CCC3=O)C=C1